CC1=NN=C(N=N1)C1=CC=C(C=C1)CC(=O)O 2-[4-(6-methyl-1,2,4,5-tetrazin-3-yl)phenyl]acetic acid